O[C@@H]1C(=CC[C@@H]([C@@H]1O)O)CO (1S,4R,5S,6S)-4,5,6-trihydroxy-3-(hydroxymethyl)-2-cyclohexene